C(CCCCC)[C@@H]1C(O[C@@H](C[C@@H]1O)CCCCCCCCCCC)=O (3S,4S,6R)-3-hexyltetrahydro-4-hydroxy-6-undecyl-2H-pyran-2-one